3-chloro-4-(4-((dimethylamino)methyl)-4-methoxy-2-methylpyrrolidin-1-yl)-2,6-difluoro-N-(6-fluoropyridin-2-yl)-N-(4-methoxybenzyl)benzenesulfonamide ClC=1C(=C(C(=CC1N1C(CC(C1)(OC)CN(C)C)C)F)S(=O)(=O)N(CC1=CC=C(C=C1)OC)C1=NC(=CC=C1)F)F